(2-chloro-4-(trifluoromethoxy)phenyl)boronic acid ClC1=C(C=CC(=C1)OC(F)(F)F)B(O)O